BrCC1=CC(=NO1)C1=CC=C(C=C1)I 5-(bromomethyl)-3-(4-iodophenyl)isoxazole